N1=C(C=C2N1C=CC=C2)C(C)=O 1-(pyrazolo[1,5-a]pyridin-2-yl)ethanone